C1N(CC=2C=NC=CC21)C(=O)NC2=CC=C(C=C2)C=2CCN(CC2)C(=O)OC(C)(C)C tert-butyl 4-(4-(2,3-dihydro-1H-pyrrolo[3,4-c]pyridine-2-carboxamido)phenyl)-3,6-dihydropyridine-1(2H)-carboxylate